OCC[N+](C)(C)C.C(CC)(=O)OCC[N+](C)(C)C choline propionate Choline